Br[C@H](C(=O)OCCC)F propyl (2R)-2-bromo-2-fluoro-acetate